2-amino-N-(4-hydroxybenzyl)-3-methyl-N-(1H-pyrrolo[2,3-b]pyridin-4-ylmethyl)-6-quinolinecarboxamide NC1=NC2=CC=C(C=C2C=C1C)C(=O)N(CC1=C2C(=NC=C1)NC=C2)CC2=CC=C(C=C2)O